SODIUM 3-(4-(((TERT-BUTOXYCARBONYL)AMINO)METHYL)-1H-1,2,3-TRIAZOL-1-YL)PROPANE-1-SULFONATE C(C)(C)(C)OC(=O)NCC=1N=NN(C1)CCCS(=O)(=O)[O-].[Na+]